4-phenyl-6H-1,3-thiazine-2-amine C1(=CC=CC=C1)C=1N=C(SCC1)N